C(#N)C=1C(=NN2C1N=CC=C2C2CN(CC2)C(=O)OC(C)(C)C)C2=CC=C1C=CC(=NC1=C2)C2=CC=CC=C2 tert-butyl 3-(3-cyano-2-(2-phenylquinolin-7-yl)pyrazolo[1,5-a]pyrimidin-7-yl)pyrrolidine-1-carboxylate